1-chloro-2,3,5-tribenzoyl-beta-D-ribose Cl[C@]1(O)[C@](O)([C@](O)([C@H](O1)C(O)C(C1=CC=CC=C1)=O)C(C1=CC=CC=C1)=O)C(C1=CC=CC=C1)=O